(S)-(1-methoxypropan-2-yl)carbamic acid tert-butyl ester C(C)(C)(C)OC(N[C@H](COC)C)=O